benzo[g]-indoline N1CCC2=CC=C3C(=C12)C=CC=C3